(tert-butoxycarbonylamino)thiophene-2-carboxylic acid methyl ester COC(=O)C=1SC=CC1NC(=O)OC(C)(C)C